3,5-bis(benzyloxy)-2-(2-(benzyloxy)acetyl)phenyl 4-(benzyloxy)-3-fluorobenzoate C(C1=CC=CC=C1)OC1=C(C=C(C(=O)OC2=C(C(=CC(=C2)OCC2=CC=CC=C2)OCC2=CC=CC=C2)C(COCC2=CC=CC=C2)=O)C=C1)F